2,7-dimethylnonane CC(C)CCCCC(CC)C